NC1CCC(CC1)CN1CCN(CC1)C=1SC2=C(C(C1)=O)C=C(C=C2[N+](=O)[O-])C(F)(F)F (4-(4-aminocyclohexylmethyl)piperazin-1-yl)-6-(trifluoromethyl)-8-nitro-benzothiopyran-4-one